4-Methylene-3,5,6,6-tetramethyl-2-heptanone C=C(C(C(C)=O)C)C(C(C)(C)C)C